methyl (S)-2-acetamido-3,3-dimethylbutyrate C(C)(=O)N[C@H](C(=O)OC)C(C)(C)C